(S)-2-(2-(2-(2-(diethoxyphosphoryl)-N-methylacetamido)acetamido)-4-methoxy-4-oxobutoxy)-4-dodecylbenzoic acid C(C)OP(=O)(OCC)CC(=O)N(C)CC(=O)N[C@H](COC1=C(C(=O)O)C=CC(=C1)CCCCCCCCCCCC)CC(=O)OC